ClC1=C(C(=C(C=O)C=C1)OC([2H])([2H])[2H])[2H] 4-Chloro-2-(methoxyl-d3)-benzaldehyde-d